methyl 5-{3-azabicyclo[3.1.0]hexan-3-yl}-3-chloropyrazine-2-carboxylate C12CN(CC2C1)C=1N=C(C(=NC1)C(=O)OC)Cl